(E)-N-(pyrene-1-yl)acetamide C1(=CC=C2C=CC3=CC=CC4=CC=C1C2=C34)NC(C)=O